FC(C=1C=CC=2N(N1)C(=CN2)C2=CC(=NC(=C2)N2CC1(CCN1)C2)N2CC(CCC2)CNS(=O)(=O)C)F N-((1-(4-(6-(Difluoromethyl)imidazo[1,2-b]pyridazin-3-yl)-6-(1,6-diazaspiro[3.3]heptan-6-yl)pyridin-2-yl)piperidin-3-yl)methyl)methanesulfonamide